P(=O)(OCCOCN1N=C(C=C1)\C=C\C=1SC=CC1)(O)O (E)-2-((3-(2-(thiophen-2-yl)vinyl)-1H-pyrazol-1-yl)methoxy)ethyl dihydrogen phosphate